3-(4-(5-(1-methyl-1H-imidazol-2-yl)pent-1-yn-1-yl)-1-oxoisoindolin-2-yl)piperidine-2,6-dione CN1C(=NC=C1)CCCC#CC1=C2CN(C(C2=CC=C1)=O)C1C(NC(CC1)=O)=O